Tert-butyl (2-((2-amino-7-(1-(tetrahydro-2H-pyran-2-yl)-1H-pyrazol-5-yl)quinolin-4-yl)amino)ethyl)carbamate NC1=NC2=CC(=CC=C2C(=C1)NCCNC(OC(C)(C)C)=O)C1=CC=NN1C1OCCCC1